(1S,2S,3S)-N-[7-chloro-6-[4-((3S,4S)-4-fluoro-3-methyl-tetrahydrofuran-3-yl)piperazin-1-yl]-3-isoquinolinyl]-2-methyl-3-(1-methylpyrazol-4-yl)cyclopropanecarboxamide ClC1=C(C=C2C=C(N=CC2=C1)NC(=O)[C@H]1[C@H]([C@@H]1C=1C=NN(C1)C)C)N1CCN(CC1)[C@]1(COC[C@H]1F)C